C(C)(C)(C)OC(=O)N1C[C@@H]2N(C3=C(OC2)C=C(C=C3)[N+](=O)[O-])CC1 (S)-8-nitro-1,2,4a,5-tetrahydrobenzo[b]pyrazino[1,2-d][1,4]oxazine-3(4H)-carboxylic acid tert-butyl ester